2-methyl-2-[5-[3-amino-5,5,7-trifluoro-1-[[4-(5-methoxy-2-pyridyl)phenyl]methyl]-2-oxo-3,4-dihydro-1-benzazepin-8-yl]-1,3,4-oxadiazol-2-yl]propanenitrile CC(C#N)(C)C=1OC(=NN1)C1=CC2=C(C(CC(C(N2CC2=CC=C(C=C2)C2=NC=C(C=C2)OC)=O)N)(F)F)C=C1F